1,4-dioxane nitrogen [N].O1CCOCC1